6-bromo-8-chloro-1',1'-difluoro-spiro[2H-imidazo[1,5-a]pyridine-3,3'-cyclobutane]-1,5-dione BrC1=CC(=C2N(C1=O)C1(CC(C1)(F)F)NC2=O)Cl